ClC1=CC=C(C=N1)S(=O)(=O)N1N=CC(=C1)NC(OC(C)(C)C)=O tert-Butyl (1-((6-chloropyridin-3-yl)sulfonyl)-1H-pyrazol-4-yl)carbamate